COCC1=NC=CC(=C1)C1=CC=2C(=NC=C(C2)C(=O)NC=2C(=NC=C(C2)NC(CN2[C@H](CCC2)C)=O)C)N1 (S)-2-(2-(methoxymethyl)pyridin-4-yl)-N-(2-methyl-5-(2-(2-methylpyrrolidin-1-yl)acetamido)pyridin-3-yl)-1H-pyrrolo[2,3-b]pyridine-5-carboxamide